(S)-4-(8-(4-ethynyl-1H-indazol-3-yl)-2-(((2R,7aS)-2-fluorotetrahydro-1H-pyrrolizin-7a(5H)-yl)methoxy)pyrido[4',3':4,5]thieno[2,3-d]pyrimidin-4-yl)-6-methyl-1,4-oxazepan-6-ol C(#C)C1=C2C(=NNC2=CC=C1)C1=NC=CC2=C1SC=1N=C(N=C(C12)N1CCOC[C@](C1)(O)C)OC[C@]12CCCN2C[C@@H](C1)F